(S)-2-((tert-butoxycarbonyl)amino)-3-(2-oxopyrrolidin-1-yl)propanoic acid C(C)(C)(C)OC(=O)N[C@H](C(=O)O)CN1C(CCC1)=O